NC1=NNC2=C(C=C(C(=C12)OC1=C(C=CC(=C1)F)Cl)NC(C1=CC(=CC(=C1)C(F)(F)F)F)=O)CN N-[3-amino-7-(aminomethyl)-4-(2-chloro-5-fluorophenoxy)-1H-indazol-5-yl]-3-fluoro-5-(trifluoromethyl)benzamide